C1(=CC=C2C=CC=C3C4=CC=CC5=CC=CC(C1=C23)=C45)N peryleneamine